C(C1=CC=CC=C1)C(C(=O)N(OC)C=1C=NC2=C(C=CC=C2C1)F)(CC(C)C)C 2-benzyl-N-(8-fluoro-3-quinolyl)-N-methoxy-2,4-dimethyl-pentanamide